(S)-2-(((tert-butyldiphenylsilyl)oxy)methyl)-4-(cyclopent-1-en-1-yl)-2,5-dihydro-1H-pyrrole-1-carboxylic acid tert-butyl ester C(C)(C)(C)OC(=O)N1[C@@H](C=C(C1)C1=CCCC1)CO[Si](C1=CC=CC=C1)(C1=CC=CC=C1)C(C)(C)C